ethyl 3,8,10-trifluoro-6,11-dihydrochromeno[4,3-b]indole-6-carboxylate FC1=CC=C2C(=C1)OC(C1=C2NC2=C(C=C(C=C12)F)F)C(=O)OCC